2-bromo-4-(2-(methylsulfonyl)ethyl)pyridine BrC1=NC=CC(=C1)CCS(=O)(=O)C